ClC=1C(=NC(=NC1)NC=1C(=CC(=C(C1)NC(C=C)=O)N(CCN1CCCC1)C)OC)NC1=C(C=CC=C1)NS(=O)(=O)C N-(5-((5-chloro-4-((2-(methylsulfonamido)phenyl)amino)pyrimidin-2-yl)amino)-4-methoxy-2-(methyl(2-(pyrrolidin-1-yl)ethyl)amino)phenyl)acrylamide